O=C(CN1C=C(C2=CC=CC=C12)C1CN(C1)C(=O)OC(C)(C)C)N1[C@@H](CCC1)C(F)(F)F tert-Butyl 3-(1-{2-oxo-2-[(2S)-2-(trifluoromethyl)pyrrolidin-1-yl]ethyl}-1H-indol-3-yl)azetidine-1-carboxylate